tert-butyl N-[[4-[3-(6-hydroxy-4-oxo-quinazolin-3-yl)propyl] phenyl] methyl]-N-methyl-carbamate OC=1C=C2C(N(C=NC2=CC1)CCCC1=CC=C(C=C1)CN(C(OC(C)(C)C)=O)C)=O